O1C(=NN=C1C=1C=C(C=CC1)N1C(C=CC1=O)=O)C=1C=C(C=CC1)N1C(C=CC1=O)=O N,N'-[1,3,4-oxadiazole-2,5-diylbis(3,1-phenylene)]bismaleimide